C(C)(C)C=1SC(=CN1)C1=CC=C(C=N1)S(=O)(=O)NC=1C=CC=C2C=NN(C12)C 6-(2-isopropyl-1,3-thiazol-5-yl)-N-(1-methylindazol-7-yl)pyridine-3-sulfonamide